sodium (2S,5R)-2-((1H-1,2,3-triazol-1-yl) methyl)-3-methyl-7-oxo-1,6-diazabicyclo[3.2.1]oct-3-en-6-yl sulfate S(=O)(=O)(ON1[C@@H]2C=C([C@H](N(C1=O)C2)CN2N=NC=C2)C)[O-].[Na+]